C(C=C)N(CC=C)CCC[Si](OC)(OC)OC N-allyl-N-(3-(trimethoxysilyl)propyl)Prop-2-en-1-amine